N[C@@H]([C@H](O)C)C(=O)N1[C@@H](CCC1)C(=O)N1[C@@H](CCC1)C(=O)N[C@@H]([C@H](O)C)C(=O)N L-threonyl-L-prolyl-L-prolyl-L-threoninamide